6-(8-fluoro-2-((hexahydro-1H-pyrrolizin-7a-yl)methoxy)-7-(8-methylnaphthalen-1-yl)pyrido[4,3-d]pyrimidin-4-yl)-1,6-diazaspiro[3.5]nonan-2-one FC1=C(N=CC2=C1N=C(N=C2N2CC1(CC(N1)=O)CCC2)OCC21CCCN1CCC2)C2=CC=CC1=CC=CC(=C21)C